C12C(C(C(C=C1)C2)C(=O)[O-])C(=O)OCC ethyl 5-norbornene-2,3-diformate